beta-ethyl maleate C(\C=C/C(=O)[O-])(=O)OCC